BrC=1C=NOC1C(=O)OCC Ethyl 4-bromoisoxazole-5-carboxylate